SC1=C(C(=CC=C1)S)S 1,2,3-Trimercaptobenzol